4-fluoro-N1-methyl-benzene-1,2-diamine FC=1C=C(C(=CC1)NC)N